Cl.Cl.C(#C)C1=NN(C(=C1C(=O)N)NC)[C@@H]1CN[C@@H](C1)C 3-ethynyl-5-(methylamino)-1-[(3s,5r)-5-methylpyrrolidin-3-yl]pyrazole-4-carboxamide dihydrochloride